BrC1=CC(=C(C=C1)S(=O)(=O)N1CCC(CC1)(C(=O)O)F)C1=C(C=CC=C1)Cl 1-[4-Bromo-2-(2-chlorophenyl)phenyl]sulfonyl-4-fluoro-piperidine-4-carboxylic acid